C(C)(C)C1=CC=C(C=C1)NC(=O)[C@@H]1[C@H]([C@@H](CCC1)C1=CC=C(C=C1)NC)C(=O)O (1S,2S,6R)-2-((4-isopropylphenyl)carbamoyl)-6-(4-(methylamino)phenyl)cyclohexane-1-carboxylic acid